FC1(CN(C1)CC1=NC(=CC(=N1)C=1N=NN(C1)C1=C(C=C(C=C1)NS(=O)(=O)CCO)N1CCC2(CC2)CC1)C)F N-(4-(4-(2-((3,3-difluoroazetidin-1-yl)methyl)-6-methylpyrimidin-4-yl)-1H-1,2,3-triazol-1-yl)-3-(6-azaspiro[2.5]octan-6-yl)phenyl)-2-hydroxyethane-1-sulfonamide